C(C1=CC=CC=C1)C1(CCN(CC1)C(=O)NC1=NC2=C(N1)C(=CC=C2C2CCOCC2)OC)O 4-benzyl-4-hydroxy-N-[7-methoxy-4-(oxan-4-yl)-1H-1,3-benzodiazol-2-yl]piperidine-1-carboxamide